1-(5-Bromopyridin-2-yl)-4-((dimethylamino)methyl)piperidin-4-amine hydrochloride Cl.BrC=1C=CC(=NC1)N1CCC(CC1)(N)CN(C)C